[1-(2-hydroxycyclopentyl)-4-methoxy-imidazo[4,5-c]pyridin-6-yl]boronic acid OC1C(CCC1)N1C=NC=2C(=NC(=CC21)B(O)O)OC